1-methyl-3-propanol CCCCO